[Na+].OCC=1C=C(CNCCCCCC(=O)ON2C(C(CC2=O)S(=O)(=O)[O-])=O)C=CC1[N+](=O)[O-] 1-((6-((3-(hydroxymethyl)-4-nitrobenzyl)amino)hexanoyl)oxy)-2,5-dioxopyrrolidine-3-sulfonic acid sodium salt